C(C)C1=NC=C(C(=N1)NC=1C2=C(NN1)C(N(C2)C(=O)OC(C)(C)C)(C)C)F Tert-Butyl 3-[(2-ethyl-5-fluoropyrimidin-4-yl)amino]-6,6-dimethyl-4,6-dihydropyrrolo[3,4-c]pyrazole-5(1H)-carboxylate